3(R)-(3-chloro-4-hydroxybenzyl)-3H-1,4-benzodiazepine-2,5(1H,4H)dione ClC=1C=C(C[C@@H]2C(NC3=C(C(N2)=O)C=CC=C3)=O)C=CC1O